NC=1C=CC(=NC1)N1N=C(C(=C1)C1=CN=C(N1C)C(=O)NC1=CC(=C(C=C1)C(=O)N1CCC2(CCNC2)CC1)Cl)C(F)(F)F 5-[1-(5-amino-2-pyridyl)-3-(trifluoromethyl)pyrazol-4-yl]-N-[3-chloro-4-(2,8-diazaspiro[4.5]decane-8-carbonyl)phenyl]-1-methylimidazole-2-carboxamide